N-[(6-Amino-2-pyridyl)sulfonyl]-6-(3-fluoro-5-isobutoxyphenyl)-2-(8-oxa-4-azaspiro[4.4]nonan-4-yl)pyridin-3-carboxamid NC1=CC=CC(=N1)S(=O)(=O)NC(=O)C=1C(=NC(=CC1)C1=CC(=CC(=C1)OCC(C)C)F)N1CCCC12CCOC2